COC(C(=O)O)(C(F)(F)F)C1=CC=CC=C1 α-methoxy-α-trifluoromethylphenylacetic acid